6-[3-chloro-4-(cyclopropylmethoxy)phenyl]-N-[[2-(2,2,3,3,5,5,6,6-octadeuteriomorpholin-4-yl)-3-pyridyl]methyl]pyridazine-4-carboxamide ClC=1C=C(C=CC1OCC1CC1)C1=CC(=CN=N1)C(=O)NCC=1C(=NC=CC1)N1C(C(OC(C1([2H])[2H])([2H])[2H])([2H])[2H])([2H])[2H]